5-(3-cyanophenyl)-3-((4-(4-methylpiperazin-1-yl)phenyl)amino)pyrazine-2-carboxamide C(#N)C=1C=C(C=CC1)C=1N=C(C(=NC1)C(=O)N)NC1=CC=C(C=C1)N1CCN(CC1)C